C(C)O[C@H]1CC[C@H](CC1)NC=1N=CC2=C(N1)NC=C2C=2C=CC=1N(C2)C=CN1 N-(cis-4-ethoxycyclohexyl)-5-(imidazo[1,2-a]pyridin-6-yl)-7H-pyrrolo[2,3-d]pyrimidin-2-amine